8-methyl-3-(4-(2,2,2-trifluoroethoxy)phenyl)-2-(trifluoromethyl)-4H-pyrido[1,2-a]pyrimidin-4-one CC1=CC=2N(C(C(=C(N2)C(F)(F)F)C2=CC=C(C=C2)OCC(F)(F)F)=O)C=C1